1-[(2R,3R,4R,5R)-4-hydroxy-5-(hydroxymethyl)-3-methoxy-tetrahydrofuran-2-yl]pyrimidine-2,4-dione O[C@H]1[C@H]([C@@H](O[C@@H]1CO)N1C(NC(C=C1)=O)=O)OC